(R)-1-amino-1,2,3,4-tetrahydronaphthalene N[C@@H]1CCCC2=CC=CC=C12